[Cl-].C(CCCCCCCCCCCCCCCCC)(=O)CC(C[N+](C)(C)CC(CC(CCCCCCCCCCCCCCCCC)=O)O)O N,N-bis-(stearoyl-2-hydroxypropyl)-N,N-dimethylammonium chloride